3'-fluoro-thymidine F[C@@]1(C[C@@H](O[C@@H]1CO)N1C(=O)NC(=O)C(C)=C1)O